(R)-6-chloro-3-((1-(2-cyano-7-ethyl-3-(2-oxa-6-azaspiro[3.3]heptan-6-yl)quinoxalin-5-yl)ethyl)amino)picolinic acid ClC1=CC=C(C(=N1)C(=O)O)N[C@H](C)C1=C2N=C(C(=NC2=CC(=C1)CC)C#N)N1CC2(COC2)C1